ClC(C1=NC(=NO1)C1=CC=C(C=C1)C(CSC1=CC=C(C=C1)OC(F)(F)F)=O)(F)F 1-(4-(5-(chlorodifluoromethyl)-1,2,4-oxadiazol-3-yl)phenyl)-2-((4-(trifluoromethoxy)phenyl)thio)ethan-1-one